4-((6-(2-aminoacetyl)-2-((4-cyanophenyl)amino)-5,6,7,8-tetrahydropyrido[4,3-d]pyrimidin-4-yl)oxy)-3,5-dimethylbenzonitrile NCC(=O)N1CC2=C(N=C(N=C2OC2=C(C=C(C#N)C=C2C)C)NC2=CC=C(C=C2)C#N)CC1